2-(2,6-dioxopiperidin-3-yl)-3-oxo-7-(trifluoromethyl)isoindoline-5-carbaldehyde O=C1NC(CCC1N1CC2=C(C=C(C=C2C1=O)C=O)C(F)(F)F)=O